2-fluoroacetic acid pent-3-yl ester CCC(CC)OC(CF)=O